O1C(=NC2=C1N=CC=C2)C2=CC=C(C=C2)N(C2=CC=C(C=C2)C=2OC1=C(C2)C=CC=C1)C1=CC=C(C=C1)C1=CC=C(C=C1)C1=CC=CC2=C1SC1=C2C=CC=C1 4-(7-azabenzoxazol-2-yl)-phenyl-(4'-(dibenzothiophen-4-yl)-biphenyl-4-yl)-(4-(benzofuran-2-yl)-phenyl)-amine